benzyl 4-[2-[(2,4-dimethoxyphenyl)methylamino]-8-[4-[2-methoxyethyl(methyl)amino]phenyl]-7-oxo-pyrido[2,3-d]pyrimidin-6-yl]-8-methyl-2,3-dihydroquinoxaline-1-carboxylate COC1=C(C=CC(=C1)OC)CNC=1N=CC2=C(N1)N(C(C(=C2)N2CCN(C1=C(C=CC=C21)C)C(=O)OCC2=CC=CC=C2)=O)C2=CC=C(C=C2)N(C)CCOC